BrCC=1C=NN(C1)C 4-(bromomethyl)-1-methyl-1H-pyrazole